N-(1-(3-chloro-2-fluorophenyl)ethyl)bicyclo[1.1.1]pentan-1-amine ClC=1C(=C(C=CC1)C(C)NC12CC(C1)C2)F